CC(C)(C)OC(=O)NC1CCNCC1 4-N-Boc-amino-piperidine